N-(2-(5-iodo-1H-pyrazol-1-yl)ethyl)-5-(furan-2-yl)isoxazole-3-carboxamide IC1=CC=NN1CCNC(=O)C1=NOC(=C1)C=1OC=CC1